10-methylacridinium C[N+]1=C2C=CC=CC2=CC2=CC=CC=C12